N-(2-chloro-4-cyanophenyl)-2',4'-difluoro-4-hydroxy-[1,1'-biphenyl]-3-carboxamide ClC1=C(C=CC(=C1)C#N)NC(=O)C=1C=C(C=CC1O)C1=C(C=C(C=C1)F)F